CC=1N=C(C2=C(N1)C1=C(O2)C=CC=C1)N1[C@@H](C[C@@H](C1)CC(NC=1C=C(C=CC1)C)=O)C(=O)O (2S,4R)-1-(2-methylbenzofuro[3,2-d]pyrimidin-4-yl)-4-(2-oxo-2-(m-tolylamino)ethyl)pyrrolidine-2-carboxylic acid